FC=1C(=C(C=NC1)[C@@H]1C2=C(NC(=C1C(=O)OC)C)COC2=O)[C@H](C)F methyl (S)-4-(5-fluoro-4-((S)-1-fluoroethyl)pyridin-3-yl)-2-methyl-5-oxo-1,4,5,7-tetrahydrofuro[3,4-b]pyridine-3-carboxylate